FC(C1=CC=C(C=C1)NC(=N)N)(F)F 1-(4-(trifluoromethyl)phenyl)guanidine